NC1=CC=C(C(NCC(=O)O)=O)C=C1 4-Aminohippuric acid